COC1=C(CNC2=NC=3C=C(C(=CC3C=3N2N=C(N3)C3CNCCS3(=O)=O)F)OC)C=CC(=C1)OC 2-(5-((2,4-dimethoxybenzyl)amino)-9-fluoro-8-methoxy-[1,2,4]triazolo[1,5-c]quinazolin-2-yl)thiomorpholine 1,1-dioxide